2-(6-(((1R,3S,5S)-8-azabicyclo[3.2.1]octan-3-yl)(methyl)amino)pyridazin-3-yl)-5-(4-methyl-1H-1,2,3-triazol-1-yl)phenol [C@H]12CC(C[C@H](CC1)N2)N(C2=CC=C(N=N2)C2=C(C=C(C=C2)N2N=NC(=C2)C)O)C